11'-(naphthalene-2,3-diylbis(oxy))bis(undecan-1-ol) C1=C(C(=CC2=CC=CC=C12)OCCCCCCCCCCCO)OCCCCCCCCCCCO